FC(C(=O)O)(C(=O)O)F 2,2-difluoro-malonic acid